CC=1OC=2C(C1)=C(C=CC2)O methyl-benzofuran-4-ol